CC1(CC1)C1(N=C(C2=C(N1)C=NC=C2)N)C2=CC=NN2 2-(1-methylcyclopropyl)-2-(1H-pyrazol-5-yl)pyrido[3,4-d]pyrimidin-4-amine